4-chloro-6-(1-(3-fluoropyridin-2-yl)cyclopropyl)quinoline ClC1=CC=NC2=CC=C(C=C12)C1(CC1)C1=NC=CC=C1F